C(C=C)(=O)N1C[C@@H](N(CC1)C=1C2=C(N(C(N1)=O)C1=C(C(=O)O)C=CC=C1C(C)C)N=C(C(=C2)Cl)C2=C(C=CC=C2)F)C (S)-2-(4-(4-acryloyl-2-methylpiperazin-1-yl)-6-chloro-7-(2-fluorophenyl)-2-oxopyrido[2,3-d]pyrimidin-1(2H)-yl)-3-isopropylbenzoic acid